BrC1=C(C(=C(C=C1)Br)C)C 1,4-dibromo-2,3-xylene